4-(hydroxy-(methyl) phosphinyl)-2-oxobutyrate OP(=O)(CCC(C(=O)[O-])=O)C